CC1=C(C(=O)O)C=C(C=N1)N1C(N(C2=C(C1=O)C(=C(S2)Br)C)C[C@H](OC2CCOCC2)C2=C(C=CC=C2)OC)=O Methyl-(R)-5-(6-bromo-1-(2-(2-methoxyphenyl)-2-((tetrahydro-2H-pyran-4-yl)oxy)ethyl)-5-methyl-2,4-dioxo-1,4-dihydrothieno[2,3-d]pyrimidin-3(2H)-yl)nicotinic acid